[2-methoxy-4-(1-(1-methylazetidin-3-yl)-4-(trifluoromethyl)-1H-imidazol-2-yl)phenyl]methanamine COC1=C(C=CC(=C1)C=1N(C=C(N1)C(F)(F)F)C1CN(C1)C)CN